(R)-N-((S)-1'-(8-iodo-7-methylimidazo[1,2-c]pyrimidin-5-yl)-1,3-dihydrospiro[indene-2,4'-piperidin]-1-yl)-2-methylpropane-2-sulfinamide IC=1C=2N(C(=NC1C)N1CCC3(CC1)[C@@H](C1=CC=CC=C1C3)N[S@](=O)C(C)(C)C)C=CN2